CC1=NOC2=C1C(=CC(=C2)C)OC2=CC=C(C=C2)N2C(N[C@@H](C2=O)C)=O (5R)-3-{4-[(3,6-dimethyl-1,2-benzisoxazol-4-yl)oxy]phenyl}-5-methyl-2,4-imidazolidinedione